6-chloro-N-[(1R)-1-(3-{1,1-difluoro-2-methyl-2-[(triethylsilyl)oxy]propyl}-2-fluorophenyl)ethyl]-2,8-dimethylpyrido[3,4-d]pyrimidin-4-amine ClC1=CC2=C(N=C(N=C2N[C@H](C)C2=C(C(=CC=C2)C(C(C)(O[Si](CC)(CC)CC)C)(F)F)F)C)C(=N1)C